2-hydroxy-heptanoate OC(C(=O)[O-])CCCCC